N1([C@@H]2[C@H](CC1)[C@@H](N(C2)C(=O)OCC2=CC=CC=C2)C(=O)OCC2=CC=CC=C2)C(=O)OC(C)(C)C 4,5-dibenzyl 1-(tert-butyl) (3aS,4R,6aR)-hexahydropyrrolo[3,4-b]pyrrole-1,4,5-tricarboxylate